NC=1C=NC=C(C1C#N)Cl 3-amino-5-chloropyridine-4-carbonitrile